(2S,4S)-1-(2-(3-acetyl-5-(2-methylpyrimidin-5-yl)-1H-indazol-1-yl)acetyl)-N-(6-bromo-3-methylpyridin-2-yl)-4-methylpyrrolidine-2-carboxamide C(C)(=O)C1=NN(C2=CC=C(C=C12)C=1C=NC(=NC1)C)CC(=O)N1[C@@H](C[C@@H](C1)C)C(=O)NC1=NC(=CC=C1C)Br